2-(azetidin-1-yl)-N-[4-methyl-6-[[2-[2-oxo-3-(3-oxo-4H-pyrazino[2,3-b][1,4]oxazin-6-yl)oxazolidin-5-yl]ethylamino]methyl]-6,7-dihydro-5H-cyclopenta[b]pyridin-2-yl]acetamide N1(CCC1)CC(=O)NC1=CC(=C2C(=N1)CC(C2)CNCCC2CN(C(O2)=O)C2=NC1=C(OCC(N1)=O)N=C2)C